tert-butyl N-[(1S,2R)-2-(6-fluoro-2,3-dimethylphenyl)-1-(2H-1,2,3,4-tetrazol-5-yl)propyl]carbamate FC1=CC=C(C(=C1[C@H]([C@@H](C=1N=NNN1)NC(OC(C)(C)C)=O)C)C)C